N-((2-(3-cyano-6-((cis)-2,6-dimethylmorpholino)pyridin-2-yl)-1,6-naphthyridin-7-yl)methyl)-4-methyl-3-(methylsulfonyl)benzamide C(#N)C=1C(=NC(=CC1)N1C[C@@H](O[C@@H](C1)C)C)C1=NC2=CC(=NC=C2C=C1)CNC(C1=CC(=C(C=C1)C)S(=O)(=O)C)=O